[3-(dimethylamino) propyl]-11-methyl-6-oxo-4-{3-[(1-oxoheptadecyl) oxy] propyl}-7,11-diaza-5-oxadodec-1-yl heptadecanoate C(CCCCCCCCCCCCCCCC)(=O)OCCCC(OC(NCCCN(CCCCN(C)C)C)=O)CCCOC(CCCCCCCCCCCCCCCC)=O